CN1CCC=2C3=C(C4=C(C[C@@H]13)C=CC(=C4O)O)C=CC2 (R)-5,6,6a,7-tetrahydro-6-methyl-4H-dibenzo-[de,g]quinoline-10,11-diol